3-(((3,4-dihydroquinazolin-2-yl)thio)methyl)-6,7-dimethoxy-2,3-dihydrobenzo[4,5]imidazo[2,1-b]thiazol-3-ol hydrochloride Cl.N1=C(NCC2=CC=CC=C12)SCC1(N2C(SC1)=NC1=C2C=C(C(=C1)OC)OC)O